4-amino-7-(tetrahydrofuran-3-yl)-7H-pyrrolo[2,3-b]pyridine-5-carboxylic acid methyl ester COC(=O)C=1C(=C2C(N(C1)C1COCC1)=NC=C2)N